C(N)(OC(CC=1NC2=CC=CC=C2C1)C#CC1=CC=CC=C1)=O (1-(1h-indol-2-yl)-4-phenylbut-3-yn-2-yl) carbamate